C(=O)C1=CC=C(C=C1)B(O)O p-formyl-phenylboronic acid